8-cyclopropyl-N-((R)-1-(3-(1,1-difluoroethyl)-2-methylphenyl)ethyl)-2-methyl-9,9a-dihydroimidazo[1',2':1,6]pyrido[4,3-d]pyrimidin-4-amine C1(CC1)C=1NC2C=C3N=C(N=C(C3=CN2C1)N[C@H](C)C1=C(C(=CC=C1)C(C)(F)F)C)C